(E)-1-[4-(Hexyloxy)phenyl]-3-(3-hydroxyphenyl)prop-2-en-1-one C(CCCCC)OC1=CC=C(C=C1)C(\C=C\C1=CC(=CC=C1)O)=O